BrC1=CC=C2C(=C(C(=NC2=C1)O)C#N)O 7-bromo-2,4-dihydroxyquinoline-3-carbonitrile